NCCNCCNCCN1CCNCC1 N-(2-aminoethyl)-N'-[2-(piperazin-1-yl)ethyl]ethane-1,2-diamine